(S)-N,N-BIS(4-METHOXYBENZYL)-1-(5-METHYL-1,3,4-OXADIAZOL-5-YL)HEPT-6-ENE-3-SULFONAMIDE COC1=CC=C(CN(S(=O)(=O)[C@H](CCC2(N=NCO2)C)CCC=C)CC2=CC=C(C=C2)OC)C=C1